OC[C@@H](C)S(=O)(=O)NC1=CC(=C(C(=O)NC2=NC(=CC(=C2)C)N2C[C@H](OCC2)C)C=C1)N1CCC2(CC2)CC1 4-(((R)-2-Hydroxy-1-methyl-ethyl)sulfonamido)-N-(4-methyl-6-((R)-2-methyl-morpholino)pyridin-2-yl)-2-(6-azaspiro[2.5]octan-6-yl)benzamide